FC1=C(C=CC(=C1)C(F)(F)F)N1C(SC2=C1C=CC(=C2)O)=O (2-fluoro-4-(trifluoromethyl)-phenyl)-6-hydroxybenzothiazol-2(3H)-one